2-(2-((3R,4R)-3-Amino-4-fluoropiperidin-1-yl)-5,6-difluoro-1H-benzo[d]imidazol-1-yl)-N-isopropylacetamid N[C@@H]1CN(CC[C@H]1F)C1=NC2=C(N1CC(=O)NC(C)C)C=C(C(=C2)F)F